C(C)N1/C(/SC2=C1C=C(C=C2)O)=C/C(C)=O (1Z)-1-(3-ethyl-5-hydroxy-2(3H)-benzothiazolylidene)-2-propanone